COC(=O)C1(N(C(CC1)=O)C)C 1,2-dimethyl-5-oxopyrrolidine-2-carboxylic acid methyl ester